C(CCCCCCCCC)OC1=CC=C(C=C1)OCCCCCCCCCC 1,4-bis(decyloxy)benzene